ClC1=CC=C(N=N1)NC1CC(CC1)C(=O)[O-] 3-((6-chloropyridazin-3-yl)amino)cyclopentane-1-carboxylate